FC(C1=CC=C(C=C1)B1OC(C(O1)(C)C)(C)C)F 2-(4-(difluoromethyl)phenyl)-4,4,5,5-tetramethyl-1,3,2-dioxaborolane